7-Chloro-5-methylene-1-phenyl-1-hepten-4-yl p-tolyl sulfone C1(=CC=C(C=C1)S(=O)(=O)C(CC=CC1=CC=CC=C1)C(CCCl)=C)C